(4-(4-chlorobenzyl)piperazin-1-yl)methanone ClC1=CC=C(CN2CCN(CC2)C=O)C=C1